CC1=C2C(=NC=C1)N=C(N2)C(=O)O 7-methyl-1H-imidazo[4,5-b]pyridine-2-carboxylic acid